C(\C=C/C(=O)[O-])(=O)[O-].[Na+].[Na+].CC1=CC2=C(OC3=C(N2C(CN2CCOCC2)=O)N=CC(=C3)C3=CC(=C(C=C3)NS(=O)(=O)C)C(F)(F)F)C=C1C1=CC(=C(C=C1)NS(=O)(=O)C)C(F)(F)F N,N'-((8-methyl-10-(2-morpholinoacetyl)-10H-benzo[b]pyrido[2,3-e][1,4]oxazine-3,7-diyl)-bis-(2-(trifluoromethyl)-4,1-phenylene))dimethanesulfonamide Dinatrium maleat